N(C(=N)N)CCC(=O)NC(=N)[C@H]1N2C(N([C@H](CC1)C2)O)=O 3-guanidino-N-(((2S,5R)-6-hydroxy-7-oxo-1,6-diazabicyclo[3.2.1]oct-2-yl)(imino)methyl)propanamide